1-(3-Hydroxy-2-(5-(p-tolyl)-1H-imidazol-2-yl)piperidin-1-yl)-2-(methylsulfinyl)propan-1-one OC1C(N(CCC1)C(C(C)S(=O)C)=O)C=1NC(=CN1)C1=CC=C(C=C1)C